3,5-dinitrophenethyl alcohol [N+](=O)([O-])C=1C=C(CCO)C=C(C1)[N+](=O)[O-]